4-(pyridine-2-ylethynyl)thieno[2,3-c]pyridine-2-carboxylic acid ethyl ester C(C)OC(=O)C1=CC=2C(=CN=CC2C#CC2=NC=CC=C2)S1